1-phenylpropyl isocyanate C1(=CC=CC=C1)C(CC)N=C=O